FC(C1=CC=2CNC[C@H]3N(C2N=C1)CCNC3)(F)F (R)-3-(trifluoromethyl)-6,7,7a,8,10,11-hexahydropyrazino[1,2-a]pyrido[3,2-f][1,4]diazepin